ClC1=CC=C2C(=NNC2=C1Cl)C(=O)O 6,7-dichloro-1H-indazole-3-carboxylic acid